1,1-dioxo-4-bromo-5-fluoro-2,3-dihydrobenzo[b]thiophene O=S1(C2=C(CC1)C(=C(C=C2)F)Br)=O